FC1=C2C=CC=NC2=CC(=C1C(C)N1C=NC=2C1=NC(=CN2)C2=CSC=C2)F 5,7-difluoro-6-(1-(6-(3-thienyl)-1H-imidazo[4,5-b]pyrazin-1-yl)ethyl)quinoline